5-((3-(3-((3-Chloro-4-(trifluoromethoxy)benzyl)amino)propanamido)propyl)amino)benzo[c][2,6]naphthyridine-8-carboxylic acid ClC=1C=C(CNCCC(=O)NCCCNC2=NC3=C(C4=CN=CC=C24)C=CC(=C3)C(=O)O)C=CC1OC(F)(F)F